4-(3-(Methyl(piperidin-4-yl)amino)propyl)piperidine-1-carboxylate CN(CCCC1CCN(CC1)C(=O)[O-])C1CCNCC1